2,4-Dimethoxytoluene COC1=C(C)C=CC(=C1)OC